(3R,5S)-5-(2-(((1R,4S)-4-(((R)-1-methoxypropan-2-yl)amino)cyclohexyl)amino)pyrimidin-5-yl)tetrahydrofuran-3-yl ((S)-sec-butyl)carbamate formate C(=O)O.[C@H](C)(CC)NC(O[C@H]1CO[C@@H](C1)C=1C=NC(=NC1)NC1CCC(CC1)N[C@@H](COC)C)=O